C(C)(C)N(C(OC1=C(C(=CC(=C1)C(C)(C)C)C)OC(N(C(C)C)C(C)C)=O)=O)C(C)C 5-(tert-butyl)-3-methyl-1,2-phenylene bis(diisopropylcarbamate)